O-(cis-3-(2-(5,6,7,8-tetrahydro-1,8-naphthyridin-2-yl)ethyl)cyclobutyl)-N-(3-(thiazol-5-yl)benzoyl)homoserine N1=C(C=CC=2CCCNC12)CC[C@H]1C[C@H](C1)OCC[C@H](NC(C1=CC(=CC=C1)C1=CN=CS1)=O)C(=O)O